FC(C1C(CNC1)NC(OC(C)(C)C)=O)(F)F tert-butyl (4-(trifluoromethyl)pyrrolidin-3-yl)carbamate